5-chloro-1-(1-methyl-1H-pyrazol-4-yl)-6-(1-(oxetan-3-yl)piperidin-4-yl)-1H-indazole ClC=1C=C2C=NN(C2=CC1C1CCN(CC1)C1COC1)C=1C=NN(C1)C